3-{4-[(2-cyclopropylethyl)(4-oxocyclohexyl)amino]-7-fluoro-1-oxo-3H-isoindol-2-yl}piperidine-2,6-dione C1(CC1)CCN(C1=C2CN(C(C2=C(C=C1)F)=O)C1C(NC(CC1)=O)=O)C1CCC(CC1)=O